tert-Butyl (3R,4S)-3-(5-((R)-3-(tert-butoxy)-2-hydroxy-3-oxopropoxy)-2H-indazol-2-yl)-4-((tert-butyldimethylsilyl)oxy)pyrrolidine-1-carboxylate C(C)(C)(C)OC([C@@H](COC1=CC2=CN(N=C2C=C1)[C@@H]1CN(C[C@@H]1O[Si](C)(C)C(C)(C)C)C(=O)OC(C)(C)C)O)=O